6-Azulenol C1=CC=C2C=CC(=CC=C12)O